1-(Piperidin-3-yl)-5-(trifluoromethyl)-1H-pyrazole-4-carboxylic acid ethyl ester C(C)OC(=O)C=1C=NN(C1C(F)(F)F)C1CNCCC1